2-(2-(4-methoxyphenyl)-2-oxoethyl)-4H-benzo[d][1,3]oxathiin-4-one COC1=CC=C(C=C1)C(CC1OC(C2=C(S1)C=CC=C2)=O)=O